meta-hydroxy-N-allylaniline OC=1C=C(NCC=C)C=CC1